C1(CCC1)OC=1C=CC(=C(C1)N1CC2=CC=C(C=C2CC1)C1C(C1)C(=O)O)F 2-(2-(5-cyclobutoxy-2-fluorophenyl)-1,2,3,4-tetrahydroisoquinolin-6-yl)cyclopropane-1-carboxylic acid